2-(((9H-Fluoren-9-yl)methoxy)-carbonylamino)-2-(pent-4-enyl)hept-6-enoic acid C1=CC=CC=2C3=CC=CC=C3C(C12)COC(=O)NC(C(=O)O)(CCCC=C)CCCC=C